C(C1=CC=CC=C1)[N+](C)(C)CCCCCCCCCCCCCCCC benzyl-cetyl-dimethylammonium